[Cl-].C(CCCCCCCCCCCCCCCCC)[N+](CCC[Si](OCC)(OCC)OCC)(CCC)CCC octadecyl-di-n-propyl-(3-triethoxysilylpropyl)ammonium chloride